3-(3-(1-(10-((4,6-difluoro-1H-indol-5-yl)oxy)-6,7-dihydro-5H-benzo[c]imidazo[1,2-a]azepin-2-yl)ethyl)-2-fluorophenyl)propanoic acid FC1=C2C=CNC2=CC(=C1OC=1C=CC2=C(C=3N(CCC2)C=C(N3)C(C)C=3C(=C(C=CC3)CCC(=O)O)F)C1)F